C(#N)C(C)C1=C(N=C(N1)C1=CC=CC=C1)CCC#N 1-cyanoethyl-2-cyanoethyl-phenylimidazole